FC(C(=O)O)(F)F.FC1=CC(=C(C=C1)C(C)(C)NC(=O)C1CNC(CO1)CO)OC N-(2-(4-fluoro-2-methoxyphenyl)propan-2-yl)-5-(hydroxymethyl)morpholine-2-carboxamide trifluoroacetate